tert-Butyl 4-(6-methyl-6,7,8,9-tetrahydro-5H-pyrido[3',4':4,5]pyrrolo[2,3-d]pyrimidin-4-yl)-3,6-dihydropyridine-1(2H)-carboxylate CN1CC2=C(NC=3N=CN=C(C32)C=3CCN(CC3)C(=O)OC(C)(C)C)CC1